C1(CC1)NC1=CC=C(C(=N1)F)C1=NN(C=C1C(=O)N[C@@H]1C(NC2=C(C(=N1)C1=CC=CC=C1)C=CC=C2F)=O)C2COC2 3-[6-(cyclopropylamino)-2-fluoropyridin-3-yl]-N-[(3S)-9-fluoro-2-oxo-5-phenyl-1,3-dihydro-1,4-benzodiazepine-3-yl]-1-(oxetan-3-yl)pyrazole-4-carboxamide